2-(1-ferrocenyl-2-(phenylselanyl)ethyl)benzo[d]isothiazol-3(2H)-one 1,1-dioxide [C-]1(C=CC=C1)C(C[Se]C1=CC=CC=C1)N1S(C2=C(C1=O)C=CC=C2)(=O)=O.[CH-]2C=CC=C2.[Fe+2]